N-(2-(2-methoxy-6-methylpyrimidin-4-yl)-1H-pyrrolo[3,2-c]pyridin-6-yl)-1-methyl-1H-pyrazole-4-carboxamide COC1=NC(=CC(=N1)C1=CC=2C=NC(=CC2N1)NC(=O)C=1C=NN(C1)C)C